[Ca].C1(=CC=CC=C1)C=1N=CC(=NC1C1=CC=CC=C1)N(CCCCOCC(=O)O)C(C)C {4-[(5,6-diphenylpyrazin-2-yl)(prop-2-yl)amino]butoxy}-acetic acid calcium